C1(=CC=CC=C1)C1N=C(OC1)C1=CC=CC=C1 Diphenyl-oxazoline